1-isobutyl-N-(4-(1-isopropyl-1H-pyrrolo[2,3-c]pyridin-3-yl)pyridin-2-yl)piperidine-4-carboxamide C(C(C)C)N1CCC(CC1)C(=O)NC1=NC=CC(=C1)C1=CN(C2=CN=CC=C21)C(C)C